NC=1C2=C(N=CN1)N(C(=C2C2=CC=C(C=C2)OC2=CC=CC=C2)C#CC2CN(C2)C2C[C@H](N(CC2)C(C=C)=O)C)C 1-((2R)-4-(3-((4-amino-7-methyl-5-(4-phenoxyphenyl)-7H-pyrrolo[2,3-d]pyrimidin-6-yl)ethynyl)azetidin-1-yl)-2-methylpiperidin-1-yl)prop-2-en-1-one